N,1,5-trimethyl-N-[6-[4-(1H-pyrazol-4-yl)-1,3-benzothiazol-7-yl]-1,2,4-triazin-3-yl]-8-azabicyclo[3.2.1]octan-3-amine CN(C1CC2(CCC(C1)(N2)C)C)C=2N=NC(=CN2)C2=CC=C(C=1N=CSC12)C=1C=NNC1